bromo-2-iodobenzoic acid methyl ester COC(C1=C(C(=CC=C1)Br)I)=O